C(CN1C(=NC2=C1C=CC(=C2OC)C(N)=O)C=2C1=C(SC2C(=O)OCC)C=CC=C1Cl)N1C(=NC2=C1C=CC(=C2OC)C(N)=O)C=2C1=C(SC2C(=O)OCC)C=CC=C1Cl Diethyl 3,3'-(ethane-1,2-diylbis(5-carbamoyl-4-methoxy-1H-benzo[d]imidazole-1,2-diyl))bis(4-chlorobenzo[b]thiophene-2-carboxylate)